ClC=1C=C(C=CC1I)C(C(=O)OCC)(C)C ethyl 2-(3-chloro-4-iodophenyl)-2-methylpropionate